N-(3-aminopropyl)-2-aminoethyl-tripropoxysilane nitrogen [N].NCCCNCC[Si](OCCC)(OCCC)OCCC